ClC1=C(C=CC=C1)S(=O)(=O)NC1=C(C=C(C=C1)C=1C=C2C=NC(=NC2=CC1)N[C@@H]1CNCCC1)F (S)-2-chloro-N-(2-fluoro-4-(2-(piperidin-3-yl-amino)quinazolin-6-yl)phenyl)-benzenesulfonamide